4-(1-(4-((tert-butyldiphenylsilyl)oxy)-3-methyltetrahydrofuran-3-yl)piperidin-4-yl)phenol [Si](C1=CC=CC=C1)(C1=CC=CC=C1)(C(C)(C)C)OC1C(COC1)(C)N1CCC(CC1)C1=CC=C(C=C1)O